(2-bromopyridin-4-yl)piperidin BrC1=NC=CC(=C1)N1CCCCC1